tetrahydro-2H-pyran-2-carbonitrile O1C(CCCC1)C#N